[Pb].[Sn].[Nb].[Zn] zinc niobium tin lead